(tert-butyldimethylsilyl)uridine [Si](C)(C)(C(C)(C)C)[C@@]1([C@H](O)[C@H](O)[C@@H](CO)O1)N1C(=O)NC(=O)C=C1